N1C=NC2=C1C=CC(=C2)N2C(C1=CC=CC=C1C2C2=CC=C(C=C2)OC2=CC=CC=C2)=O 2-(1H-Benzo[d]imidazol-5-yl)-3-(4-phenoxyphenyl)isoindolin-1-on